C(#C)[C@H]1[C@@H](C1)CO[SiH](C1=CC=CC=C1)C1=CC=CC=C1 (((1R,2R)-2-ethynylcyclopropyl)methoxy)diphenylsilane